CC=1C2=C(NN1)[C@H](CC2)N (6S)-3-methyl-1H,4H,5H,6H-cyclopenta[c]pyrazol-6-amine